COC([C@H](CSC(CCCOC(C)=O)=O)NC(CCNC([C@@H](C(CO)(C)C)O)=O)=O)=O.C(CC)OC(=O)C1=C(C(=C(O)C(=C1[2H])[2H])[2H])[2H] propylparaben-d4 methyl-(2R)-3-[[4-(acetyloxy)butanoyl]sulfanyl]-2-[3-[(2R)-2,4-dihydroxy-3,3-dimethylbutanamido]propanamido]propanoate